{3-[5-(2,4-difluorophenoxy)-1-isobutyl-1H-indazol-6-yloxy]-propyl}dimethylamine FC1=C(OC=2C=C3C=NN(C3=CC2OCCCN(C)C)CC(C)C)C=CC(=C1)F